COC1=C(C=CC=C1)[C@H]1CCC2=NC=3C(=NC(=CC3)C=3C=NC(=NC3)N3CCC(CC3)O)N21 (R)-1-(5-(8-(2-methoxyphenyl)-7,8-dihydro-6H-pyrrolo[2',1':2,3]imidazo[4,5-b]pyridin-2-yl)pyrimidin-2-yl)piperidin-4-ol